C(#N)C1=CC(=C(OCC2=CC=CC(=N2)OC2CCN(CC2)CC2=NC3=C(N2C)C=C(C=C3)C(=O)OC)C=C1)F methyl 2-((4-((6-((4-cyano-2-fluorophenoxy)methyl)pyridin-2-yl)oxy)piperidin-1-yl)methyl)-1-methyl-1H-benzo[d]imidazole-6-carboxylate